C(C1=CC=CC=C1)N1C(=NC(=C1)C1=C(C=CC(=C1)F)F)[C@@H](C(C)(C)C)NCCCN1C(C2=CC=CC=C2C1=O)=O 2-[3-({(1R)-1-[1-Benzyl-4-(2,5-difluorophenyl)-1H-imidazol-2-yl]-2,2-dimethylpropyl}amino)propyl]-1H-isoindol-1,3(2H)-dion